N1C(=CC2=CC=CC=C12)C=1C=C(C=CC1N1CCCC1)S(=O)(=O)N(CC(N1CCOC2(CC2)C1)=O)C 3-(1H-indol-2-yl)-N-methyl-N-(2-oxo-2-(4-oxa-7-azaspiro[2.5]octan-7-yl)ethyl)-4-(pyrrolidin-1-yl)benzenesulfonamide